N-[trans-4-(methylthiocarbamoyl)cyclohexyl]carbamic acid tert-butyl ester C(C)(C)(C)OC(N[C@@H]1CC[C@H](CC1)C(NC)=S)=O